4,4'-bibenzyldiformyl chloride C1(=CC=C(C=C1)C(=O)Cl)CCC1=CC=C(C=C1)C(=O)Cl